ethyl N-butyrylacetohydrazonate C(CCC)(=O)NN=C(C)OCC